FC=1C=2N(C=C(C1)C1=CNC=3N=C(N=C(C31)OC)NC3CCC(CC3)N3C(CCC3)=O)C=CN2 1-((1s,4s)-4-((5-(8-fluoroimidazo[1,2-a]pyridin-6-yl)-4-methoxy-7H-pyrrolo[2,3-d]pyrimidin-2-yl)amino)cyclohexyl)pyrrolidin-2-one